[Si](C1=CC=CC=C1)(C1=CC=CC=C1)(C(C)(C)C)OC[C@@H]1O[C@H]([C@H]([C@H]1N1N=NC2=C1N=C(N=C2Cl)SCCC)F)C(OC)OC 3-((2R,3S,4S,5S)-2-(((tert-butyldiphenylsilyl)oxy)methyl)-5-(dimethoxymethyl)-4-fluorotetrahydrofuran-3-yl)-7-chloro-5-(propylthio)-3H-[1,2,3]triazolo[4,5-d]pyrimidine